(Z)-S-(2-(N-((4-amino-2-methylpyrimidin-5-yl)methyl)formamido)-5-hydroxypent-2-en-3-yl) 2-(4-(2-oxopyrrolidin-1-yl)phenoxy)benzothioate O=C1N(CCC1)C1=CC=C(OC2=C(C(S\C(=C(\C)/N(C=O)CC=3C(=NC(=NC3)C)N)\CCO)=O)C=CC=C2)C=C1